CC=1C=NN2C1C(N(CC2)C2=C(C=C(C=C2)C=2N=CC1=C(N2)C=CC(=N1)C(F)(F)F)C)=O 3-methyl-5-(2-methyl-4-(6-(trifluoromethyl)-pyrido[3,2-d]pyrimidin-2-yl)phenyl)-6,7-dihydropyrazolo[1,5-a]pyrazin-4(5H)-one